1-(1-adamantyl)propan-1-amine C12(CC3CC(CC(C1)C3)C2)C(CC)N